CNC(=O)C=1N=CN2C1CCCC2 N-methyl-5,6,7,8-tetrahydroimidazo[1,5-a]pyridine-1-carboxamide